[Ni].[La] Lanthanum-nickel